C(C1=CC=CC=C1)(=O)NC[C@@H](C(=O)OCC)[C@H](O)C1=CC=C(C=C1)Cl (2r,3s)-ethyl 2-(benzamidomethyl)-3-(4-chlorophenyl)-3-hydroxypropionate